FC=1C=C(C#N)C=C(C1)[C@H]1N(OCC1)C(=O)[C@@H]1C[C@@H](C1)N1C=NC2=C1C=CC(=C2)F cis-3-fluoro-5-((S)-2-(3-(5-fluoro-1H-benzo[d]imidazol-1-yl)cyclobutane-1-carbonyl)isoxazolidin-3-yl)benzonitrile